3-(1-(2-Chloro-4-fluorophenyl)cyclopropyl)-5-(4-(difluoromethyl)-1-methyl-1H-pyrazol-3-yl)-1,2,4-oxadiazole ClC1=C(C=CC(=C1)F)C1(CC1)C1=NOC(=N1)C1=NN(C=C1C(F)F)C